2-[6-bromo-4-(difluoromethyl)-7-methyl-indazol-2-yl]-2-spiro[6,7-dihydropyrrolo[1,2-c]imidazol-5,1'-cyclopropane]-1-yl-N-thiazol-2-yl-acetamide BrC=1C=C(C2=CN(N=C2C1C)C(C(=O)NC=1SC=CN1)C1=C2N(C=N1)C1(CC1)CC2)C(F)F